8-oxo-N-[5-[4-(p-tolyl)phenyl]thiazol-2-yl]-6,7-dihydro-5H-indolizine-5-carboxamide O=C1CCC(N2C=CC=C12)C(=O)NC=1SC(=CN1)C1=CC=C(C=C1)C1=CC=C(C=C1)C